C(CCCCCCCCCCC\C=C/CCCCCCCC)(=O)O.OCC(O)CO.OCC(O)CO.OCC(O)CO.OCC(O)CO.OCC(O)CO pentaglycerol monoerucate